OC[C@@H]1[C@H](NC(C1)=O)COC1=NC=CC2=CC(=C(C=C12)OC)C(=O)N 1-{[(2S,3S)-3-(hydroxymethyl)-5-oxopyrrolidin-2-yl]methoxy}-7-methoxyisoquinoline-6-carboxamide